2-(2-Phenylcyclobutyl)naphthalene C1(=CC=CC=C1)C1C(CC1)C1=CC2=CC=CC=C2C=C1